Cl.C(CC#C)NC(C1=CC=C(C=C1)NN)=O N-(but-3-yn-1-yl)-4-hydrazinylbenzamide Hydrochloride